COC=1C=C2[C@]3(C(NC2=CC1)=O)[C@@H](C3)C3=CC=C1C(=NNC1=C3)NC3=NC(=NC=C3OC)C (1r,2s)-5'-methoxy-2-{3-[(5-methoxy-2-methylpyrimidin-4-yl)amino]-1H-indazol-6-yl}-1'H-spiro[cyclopropan-1,3'-indol]-2'-one